(Z)-1-(2-fluoro-6-methylphenyl)-N-hydroxycyclopropane-1-carboximidamide FC1=C(C(=CC=C1)C)C1(CC1)/C(/NO)=N/[H]